NC1=NC=2C=C(C(=CC2C2=C1C=NN2C)C(=O)N(C2CC2)CC2=NC=C(C(=C2)Cl)C#CC(C)(C)O)F 4-amino-N-((4-chloro-5-(3-hydroxy-3-methylbut-1-yn-1-yl)pyridin-2-yl)methyl)-N-cyclopropyl-7-fluoro-1-methyl-1H-pyrazolo[4,3-c]quinoline-8-carboxamide